N,N-dimethyl-N-(2-ethylhexyl)amine CN(CC(CCCC)CC)C